tert-butyl (S)-4-(6-cyano-1-(2-isopropyl-4-methylpyridin-3-yl)-7-(2-methoxy-3-methylphenyl)-2-oxo-1,2-dihydropyrido[2,3-d]pyrimidin-4-yl)-3-methylpiperazine-1-carboxylate C(#N)C1=CC2=C(N(C(N=C2N2[C@H](CN(CC2)C(=O)OC(C)(C)C)C)=O)C=2C(=NC=CC2C)C(C)C)N=C1C1=C(C(=CC=C1)C)OC